quinazoline-1,3-diamine N1(CN(CC2=CC=CC=C12)N)N